CC1(CO[C@@H](CN1C=O)C1=CC(=NC=2N1N=C(C2)[C@@H]2CC[C@H](CC2)C(F)(F)F)C)C (2S)-5,5-dimethyl-2-{5-methyl-2-[trans-4-(trifluoromethyl)cyclohexyl]pyrazolo[1,5-a]pyrimidin-7-yl}morpholine-4-carbaldehyde